3-(1-oxo-4-(((5-(piperidin-1-ylmethyl)furan-2-yl)methyl)thio)isoindolin-2-yl)piperidine-2,6-dione O=C1N(CC2=C(C=CC=C12)SCC=1OC(=CC1)CN1CCCCC1)C1C(NC(CC1)=O)=O